C(=O)C=1C=C(C(=NC1)N1CCC(CC1)N(C(OC(C)(C)C)=O)C)C tert-butyl (1-(5-formyl-3-methylpyridin-2-yl)piperidin-4-yl)(methyl)carbamate